FC1=C(C=CC(=C1)OC1=NN(C=C1)C=1C=NC(=CC1)C)NC1=NC=NC2=CC(=C(C=C12)OC1[C@H]2CN(C[C@@H]1CC2)C(C=C)=O)OC 1-((1R,5S,8s)-8-((4-((2-fluoro-4-((1-(6-methylpyridin-3-yl)-1H-pyrazol-3-yl)oxy)phenyl)amino)-7-methoxyquinazolin-6-yl)oxy)-3-azabicyclo[3.2.1]octan-3-yl)prop-2-en-1-one